CCC(C(=O)O)(C)OC methyl-2-methoxy-2-methyl-propionic acid